ethyl 4-[5-(4-fluorophenyl)-6-(hydroxymethyl)-1-tetrahydropyran-2-yl-pyrrolo[2,3-f]indazol-7-yl]benzoate FC1=CC=C(C=C1)N1C(=C(C2=C1C=C1C=NN(C1=C2)C2OCCCC2)C2=CC=C(C(=O)OCC)C=C2)CO